trans-(1r,4r)-4-((5-fluoro-4-(3-(2-oxo-1,3-oxazinan-3-yl)phenyl)pyrimidin-2-yl)amino)cyclohexane-1-carboxylic acid FC=1C(=NC(=NC1)N[C@@H]1CC[C@H](CC1)C(=O)O)C1=CC(=CC=C1)N1C(OCCC1)=O